2-(4-Fluorophenyl)-6,6-dimethyl-3-(1H-pyrazolo[4,3-b]pyridin-7-yl)-5,7-dihydropyrazolo[5,1-b][1,3]oxazine FC1=CC=C(C=C1)C1=NN2C(OCC(C2)(C)C)=C1C1=C2C(=NC=C1)C=NN2